The molecule is a pteridine that is lumazine substituted with a 5-hydroxypentyl group at position 8 and a methyl group at position 7; one of 20 modifications to the potent microbial riboflavin-based metabolite antigen 5-(2-oxopropylideneamino)-6-D-ribityl aminouracil (5-OP-RU), an activator of mucosal-associated invariant T (MAIT) cells when presented by the MR1 protein (reported in MED:32123373). It derives from a lumazine and a ribitol. CC1=CN=C2C(=O)NC(=O)N=C2N1CCCCCO